C(C)(C)(C)OC(CN(C)C(CBr)=O)=O N-(Bromoacetyl)-N-methylglycine tert-butyl ester